CC1CN(CCN1C)C=1C=C2C(=NC=NN2C1)C1=CC(=C(CNC(OC(C)(C)C)=O)C=C1)C tert-butyl (4-(6-(3,4-dimethylpiperazin-1-yl)pyrrolo[2,1-f][1,2,4]triazin-4-yl)-2-methylbenzyl)carbamate